S(=O)(=O)(O)O.CN1CN(C=C1)CC1=CC=CC=C1 1-methyl-3-benzylimidazole hydrogen sulfate